S(=O)(=O)(O)C=1C(C2=CC=CC=C2C1)C(=O)O sulfoindenecarboxylic acid